ClC1=CC=C(C=C1)NC(C(C)C=1N=C2CCCN(C2=CC1)C(=O)OC)=O methyl 6-{1-[(4-chlorophenyl)amino]-1-oxopropan-2-yl}-3,4-dihydro-1,5-naphthyridine-1(2H)-carboxylate